FC(OC1=CC=CC=2C(N[C@H]3C=4N([C@@H](C21)C3)C3=C(N4)C=CC(=C3)B3OC(C(O3)(C)C)(C)C)=O)F (7R,14R)-1-(difluoromethoxy)-11-(4,4,5,5-tetramethyl-1,3,2-dioxaborolan-2-yl)-6,7-dihydro-7,14-methanobenzimidazo[1,2-b][2,5]benzodiazocin-5(14H)-one